FNC=1C=2N(C(=C(N1)C1=CC=CC=C1)C)N=C(N2)CCN2CC=1N(CC2)C(=NC1)C(C)C fluorophenyl-2-(2-(3-isopropyl-5,6-dihydroimidazo[1,5-a]pyrazin-7(8H)-yl)ethyl)-5-methyl-[1,2,4]triazolo[1,5-a]pyrazin-8-amine